4-(1-(3-(7-fluoro-1-oxo-1,2-dihydroisoquinolin-3-yl)propionyl)-1,2,3,6-tetrahydropyridin-4-yl)benzonitrile FC1=CC=C2C=C(NC(C2=C1)=O)CCC(=O)N1CCC(=CC1)C1=CC=C(C#N)C=C1